2-(7-(2-hydroxypropan-2-yl)-4-isopropyl-1-oxopyrrolo[1,2-d][1,2,4]triazin-2(1H)-yl)-N-(pyrimidin-4-yl)acetamide OC(C)(C)C=1C=C2N(C(=NN(C2=O)CC(=O)NC2=NC=NC=C2)C(C)C)C1